N-(2,5-difluoro-4-nitrophenyl)-acetamide FC1=C(C=C(C(=C1)[N+](=O)[O-])F)NC(C)=O